C(C)(C)(C)OC(=O)N1CCC2(CN(C2)C=2C3=C(N=CN2)N=CC(=C3)C=C)CC1 tert-Butyl-2-(6-vinylpyrido[2,3-d]pyrimidin-4-yl)-2,7-diazaspiro[3.5]nonane-7-carboxylate